(2R,3R-4R,5S)-6-(ethylamino)hexane-1,2,3,4,5-pentaol C(C)NC[C@@H]([C@H]([C@@H]([C@@H](CO)O)O)O)O